(+-)-3-(2-decyl-1,3-dioxan-4-yl)-1-phenylpropan-1-one C(CCCCCCCCC)C1OCCC(O1)CCC(=O)C1=CC=CC=C1